C1(=CC=CC=C1)C=1N=C(SC1)NC(C1=CC=C(C=C1)S(=O)(=O)N1CCCC1)=O N-(4-phenyl-1,3-thiazol-2-yl)-4-(pyrrolidin-1-yl-sulfonyl)benzamide